C(C)NS(=O)(=O)C(C(C(C(C(C(C(C(F)(F)F)(F)F)(F)F)(F)F)(F)F)(F)F)(F)F)(F)F ethylperfluoro-n-octanesulfonic amide